ClCC1=CC=C(C=C1)N1C(=NC=2C1=NC(=CC2)C=2C=NC(=CC2)C(F)(F)F)C=2C(=NC=CC2)N 3-(3-(4-(Chloromethyl)phenyl)-5-(6-(trifluoromethyl)pyridin-3-yl)-3H-imidazo[4,5-b]pyridin-2-yl)pyridin-2-amine